2-[(6-amino-2-oxo-3,4-dihydroquinolin-1-yl)methyl]-4-methylbenzonitrile NC=1C=C2CCC(N(C2=CC1)CC1=C(C#N)C=CC(=C1)C)=O